FC1=C(C=CC=C1)C1=CC(=CN1S(=O)(=O)C1=CNCCC1)CNC 1-(5-(2-fluorophenyl)-1-((1,4,5,6-tetrahydropyridin-3-yl)sulfonyl)-1H-pyrrole-3-yl)-N-methyl-methylamine